4-chloro-2-(1-((3-(4-(pyrimidin-2-yl)phenyl)prop-2-yn-1-yl)amino)ethyl)Phenol ClC1=CC(=C(C=C1)O)C(C)NCC#CC1=CC=C(C=C1)C1=NC=CC=N1